CC1=CSC=2N=C(N=C(C21)NC=2C=C(C(=O)OC)C=CC2)NC=2C=NN(C2)C2CCN(CC2)C methyl 3-((5-methyl-2-((1-(1-methylpiperidin-4-yl)-1H-pyrazol-4-yl)amino)thieno[2,3-d]pyrimidin-4-yl)amino)benzoate